sodium di(tert-butyl)amide C(C)(C)(C)[N-]C(C)(C)C.[Na+]